N1=CC=C(C=C1)C1=NC2=CN=CC=C2C(=C1)NC1(CCC1)C(F)(F)F 2-(pyridin-4-yl)-N-(1-(trifluoromethyl)cyclobutyl)-1,7-naphthyridin-4-amine